1,2-Diphenylethan C1(=CC=CC=C1)CCC1=CC=CC=C1